C(C#C)OC(=O)C1=NC(=C(C(=C1Cl)N)F)C1=CC=C2C=CNC2=C1F 4-amino-3-chloro-5-fluoro-6-(7-fluoro-1H-indol-6-yl)pyridine-2-carboxylic acid prop-2-ynyl ester